BrC=1SC(=CN1)CNC(=O)C1=CC(=NN1C)C(F)(F)F N-((2-bromothiazol-5-yl)methyl)-1-methyl-3-(trifluoromethyl)-1H-pyrazole-5-carboxamide